N-methyl-1-(trimethoxysilyl)methylamine CNC[Si](OC)(OC)OC